Methyl (3R)-3-[[(1R)-5-[3-(4-fluorophenyl)azetidin-1-yl]-1-oxido-2,3-dihydrothieno-[3,2-b]pyridin-7-yl]amino]piperidine-1-carboxylate FC1=CC=C(C=C1)C1CN(C1)C1=CC(=C2C(=N1)CC[S@]2=O)N[C@H]2CN(CCC2)C(=O)OC